ClC1=C(C(=NC2=CC(=C(C=C12)F)OC)C)C1=CC=C(C=C1)C=1C=NC(=CC1)C(F)(F)F 4-Chloro-6-fluoro-7-methoxy-2-methyl-3-(4-(6-(trifluoromethyl)pyridin-3-yl)phenyl)quinoline